2-({5-cyano-2-methoxy-3-[4-(oxetan-3-yl)piperazin-1-yl]phenyl}amino)-4-(cyclopropylamino)pyrazolo[1,5-a][1,3,5]triazine-8-carbonitrile C(#N)C=1C=C(C(=C(C1)NC1=NC=2N(C(=N1)NC1CC1)N=CC2C#N)OC)N2CCN(CC2)C2COC2